2-(6-{1-[(1R,3S,4S)-2-azabicyclo[2.2.1]heptane-3-carbonyl]-3-hydroxyazetidin-3-yl}imidazo[1,5-a]pyridin-8-yl)-N-ethyl-5-fluoro-N-(isopropyl)benzamide [C@@H]12N[C@@H]([C@@H](CC1)C2)C(=O)N2CC(C2)(O)C=2C=C(C=1N(C2)C=NC1)C1=C(C(=O)N(C(C)C)CC)C=C(C=C1)F